4-amino-5-chloro-2,3-dihydrobenzofuran-7-carboxylic acid methyl ester COC(=O)C1=CC(=C(C=2CCOC21)N)Cl